2-(4-(tert-butyl)phenyl)-2-oxoacetic acid C(C)(C)(C)C1=CC=C(C=C1)C(C(=O)O)=O